CYCLOBUTYL-AMIDE C1(CCC1)[NH-]